NC=1C(=C(C=C2C=C(N=CC12)NC(=O)[C@H]1[C@H](C1)F)C=1N(C=CC1)C)F (1S,2S)-N-(8-amino-7-fluoro-6-(1-methyl-1H-pyrrol-2-yl)isoquinolin-3-yl)-2-fluorocyclopropane-1-carboxamide